[C@H]12CN(C[C@H](CC1)N2)C=2C1=C(N=C(N2)OC[C@]23CCCN3C[C@@H](C2)F)C(=C(N=C1C1=CC=CC2=CC=C(C(=C12)F)F)Cl)F 4-((1R,5s)-3,8-diazabicyclo[3.2.1]oct-3-yl)-7-chloro-5-(7,8-difluoronaphthalen-1-yl)-8-fluoro-2-(((2r,7as)-2-fluorohexahydro-1H-pyrrolizin-7a-yl)methoxy)pyrido[4,3-d]pyrimidine